N-[(1S)-1-[(1R)-6-(6-cyclopropylpyridazin-4-yl)indan-1-yl]-2-[4-(3,5-dimethyl-1H-pyrazol-4-yl)anilino]-2-oxo-ethyl]-1-fluoro-cyclopropanecarboxamide C1(CC1)C1=CC(=CN=N1)C1=CC=C2CC[C@H](C2=C1)[C@@H](C(=O)NC1=CC=C(C=C1)C=1C(=NNC1C)C)NC(=O)C1(CC1)F